NC(CCN1C2=C(N(C(C3=C1C=CC=C3)=O)CCO)C=CC(=C2)Cl)C 5-(3-aminobutyl)-7-chloro-10-(2-hydroxyethyl)-5,10-dihydro-11H-dibenzo[b,e][1,4]diazepin-11-one